ethyl 3-amino-2-hydroxy-2-(tetrahydro-2H-pyran-4-yl)-propionate NCC(C(=O)OCC)(C1CCOCC1)O